3-adamantanediethylamine C12(CC3(CC(CC(C1)C3)C2)CCN)CCN